ClC1=C(CNC(=O)[C@]2(C=3C=CC=NC3[C@H](CC2)O)F)C=CC(=C1)Cl (5s,8s)-N-(2,4-dichlorobenzyl)-5-fluoro-8-hydroxy-5,6,7,8-tetrahydroquinoline-5-carboxamide